ClC=1C=C2C(=NC(=NC2=C(C1C1=CC=CC2=C1N=C(S2)O)F)OC[C@H]2N(CCC2)C)N2CCNCC(C2)(F)F 4-(6-chloro-4-(6,6-difluoro-1,4-diazepan-1-yl)-8-fluoro-2-(((S)-1-methylpyrrolidin-2-yl)methoxy)quinazolin-7-yl)benzo[d]thiazol-2-ol